C1(CC1)C(=O)NC1=NC=C(C(=O)NC([2H])([2H])[2H])C(=C1)NC1=C(C2=C(N(N=C2C=C1)C)CC)OC 6-(Cyclopropanecarboxamido)-4-((3-ethyl-4-methoxy-2-methyl-2H-indazol-5-yl)amino)-N-(methyl-d3)nicotinamide